OCC[C@H](C1=CC=CC=C1)NCC1=CC(=NC=C1)C=1C=C2CN(C(C2=CC1)=O)C1C(NC(CC1)=O)=O 3-(5-(4-((((R)-3-hydroxy-1-phenylpropyl)amino)methyl)pyridin-2-yl)-1-oxoisoindolin-2-yl)piperidine-2,6-dione